[C@H]1([C@H](O)[C@@H](O)[C@@H](O)[C@H](O1)CO)OC[C@H]([C@H]([C@@H]([C@H](C=O)O)O)O)O 6-O-α-D-galactopyranosyl-D-glucose